trans-N-[6-(2,4-difluorophenyl)pyridazin-3-yl]-3-(tetrahydropyran-4-ylmethyl)-3-azabicyclo[3.1.0]hexane-6-amine FC1=C(C=CC(=C1)F)C1=CC=C(N=N1)NC1C2CN(CC12)CC1CCOCC1